tert-butyl 6-[4-(cyclopropylamino)-3-isopropylimidazo[4,5-c]pyridin-6-yl]-2-oxo-1-(3-oxocyclobutyl)spiro[indole-3,4'-piperidine]-1'-carboxylate C1(CC1)NC1=NC(=CC2=C1N(C=N2)C(C)C)C2=CC=C1C(=C2)N(C(C12CCN(CC2)C(=O)OC(C)(C)C)=O)C2CC(C2)=O